ClC=1C(=NC(=NC1)N[C@H]1[C@@H]([C@@H]2CO[C@H](C1)O2)O)C=2C=C(C1=C(N(C(=N1)C13CC(C1)(C3)F)C(C)C)C2)F (1S,2S,3R,5S)-3-((5-chloro-4-(4-fluoro-2-(3-fluorobicyclo[1.1.1]pentan-1-yl)-1-isopropyl-1H-benzo[d]imidazol-6-yl)pyrimidin-2-yl)amino)-6,8-dioxabicyclo[3.2.1]octan-2-ol